4-(5-(5-((S)-1-(3,5-Dichloropyridin-4-yl)ethoxy)-1-(tetrahydro-2H-pyran-2-yl)-1H-indazol-3-yl)pyridin-2-yl)-1-imino-1λ6-thiomorpholine 1-oxide ClC=1C=NC=C(C1[C@H](C)OC=1C=C2C(=NN(C2=CC1)C1OCCCC1)C=1C=CC(=NC1)N1CCS(CC1)(=N)=O)Cl